[Cl-].[Cl-].C=[Zr+2] methylenezirconium dichloride